(S)-1'-(5-bromopyrazin-2-yl)-4-fluoro-1,3-dihydrospiro[indene-2,4'-piperidine]-1-amine BrC=1N=CC(=NC1)N1CCC2(CC1)[C@@H](C1=CC=CC(=C1C2)F)N